IC=1C=C(C=CC1)N (3-iodo-phenyl)-amine